5-(5-((R)-1-(3,5-dichloropyridin-4-yl)ethoxy)-6-methoxy-1-(tetrahydro-2H-pyran-2-yl)-1H-indazol-3-yl)-2-(3-(isopropylamino)-3-methylazetidin-1-yl)nicotinonitrile ClC=1C=NC=C(C1[C@@H](C)OC=1C=C2C(=NN(C2=CC1OC)C1OCCCC1)C=1C=NC(=C(C#N)C1)N1CC(C1)(C)NC(C)C)Cl